C(C=C)(=O)N1C[C@@H](CCC1)C1=CN(C=2C(=NNC(C21)=O)N)C2=CC=C(C=C2)OC2=C(C=CC=C2)F (S)-3-(1-acryloylpiperidin-3-yl)-7-amino-1-(4-(2-fluorophenoxy)phenyl)-1,5-dihydro-4H-pyrrolo[2,3-d]pyridazin-4-one